FC(C)(F)C1=CC=CC(=N1)NC1=CC(=NC=C1C1=NC=NC(=C1)OC)NC(C)=O N-(4-((6-(1,1-difluoroethyl)pyridin-2-yl)amino)-5-(6-methoxypyrimidin-4-yl)pyridin-2-yl)acetamide